2-(5-chloro-3-fluoropyridin-2-yl)-2-methylpropan-1-amine ClC=1C=C(C(=NC1)C(CN)(C)C)F